tert-butyl (8S,11S)-18-methyl-12-oxo-7-oxa-5,10,13,18,19-pentazapentacyclo[15.6.1.12,6.18,11.020,24]hexacosa-1(23),2(26),3,5,17(24),19,21-heptaene-10-carboxylate CN1C=2CCCNC([C@H]3N(C[C@@H](OC4=NC=CC(C5=CC=CC(=N1)C52)=C4)C3)C(=O)OC(C)(C)C)=O